FC1=C2C=CNC2=CC(=C1OC=1C=CC(=C(C1)C=1NC(=CN1)[C@@H]1COC2=C(C=CC=C2C1)CC(=O)OCC)F)F ethyl 2-[(3R)-3-[2-[5-[(4,6-difluoro-1H-indol-5-yl)oxy]-2-fluoro-phenyl]-1H-imidazol-5-yl]chroman-8-yl]acetate